5-((4-Fluorobenzyl)oxy)indole-2,3-dione FC1=CC=C(COC=2C=C3C(C(NC3=CC2)=O)=O)C=C1